CC=1C=C(C=C(C1)C)C#CC=1C=NC=CC1SC(C(=O)O)(C)C 2-((3-((3,5-dimethylphenyl)ethynyl)pyridin-4-yl)thio)-2-methylpropanoic acid